ClC1=CC(=CC(=C1)CCl)Cl 1,3-dichloro-5-(chloromethyl)benzene